O1C(CCCC1)N1N=CC(=C1)C1=CC=C(C=C1)N1CCC(CC1)CN1C(CCCC1)=O 1-((1-(4-(1-(tetrahydro-2H-pyran-2-yl)-1H-pyrazol-4-yl)phenyl)piperidin-4-yl)methyl)piperidin-2-one